N-[4-(naphthalen-1-yl)phenyl]-N-(4-{8-oxatricyclo[7.4.0.02,7]trideca-1(13),2,4,6,9,11-hexaen-6-yl}phenyl)-9,9'-spirobi[fluorene]-1-amine C1(=CC=CC2=CC=CC=C12)C1=CC=C(C=C1)N(C1=CC=CC=2C3=CC=CC=C3C3(C12)C1=CC=CC=C1C=1C=CC=CC13)C1=CC=C(C=C1)C=1C=CC=C3C2=CC=CC=C2OC13